O=C(C=CC)C 4-oxopent-2-en